4-CYCLOPROPOXY-6-FORMYL-N-METHYLPICOLINAMIDE C1(CC1)OC1=CC(=NC(=C1)C=O)C(=O)NC